2-chloro-N-(((2-methoxypyridin-3-yl)methyl)carbamoyl)acetamide ClCC(=O)NC(NCC=1C(=NC=CC1)OC)=O